[Ni](Cl)Cl.N=C1NC=CC=C1 2-iminopyridine nickel dichloride